1,3-dimethyl-3,7-dihydro-1H-purin-2,6-dione CN1C(N(C=2N=CNC2C1=O)C)=O